9-benzyl-8-(2-chloro-3-(piperidin-4-yloxy)phenyl)-6-(1-methylcyclopropoxy)-9H-purine C(C1=CC=CC=C1)N1C2=NC=NC(=C2N=C1C1=C(C(=CC=C1)OC1CCNCC1)Cl)OC1(CC1)C